ClC=1C(=NC=C(C1C)C=1C=NN(C1)CC(C)C)C#N 3-chloro-5-(1-isobutyl-1H-pyrazol-4-yl)-4-methyl-picolinenitrile